((1-(pyridin-4-yl)-1H-indol-4-yl)methyl)-7-oxa-2-azaspiro[3.5]nonane N1=CC=C(C=C1)N1C=CC2=C(C=CC=C12)CC1NCC12CCOCC2